2,5-dimethyl-2,5-hexadiene CC(C)=CCC(=C)C